C(C)OC(=C)[Si](C)(C)C (1-ethoxyvinyl)-trimethylsilane